C1(=CC=CC2=CC=CC=C12)C[C@@H](C(=O)N[C@@H](CC(C)C)C(=O)N[C@@H](C(C)C)C(=O)O)CCCOCCOCCOCCOCCNC(CCCCCCCCC)=O ((S)-3-(naphthalen-1-yl)-2-(17-oxo-4,7,10,13-tetraoxa-16-azahexacosanyl)propionyl)-leucyl-valine